ICCCSCC S-(3-iodopropyl)ethanethiol